N1=NC(=NC=C1)N1CCC2(CC1)[C@@H](C1=CC=CC=C1C2)N (S)-1'-(1,2,4-triazin-3-yl)-1,3-dihydrospiro[indene-2,4'-piperidin]-1-amine